5-(8-(5-azaspiro[2.4]heptan-5-yl)imidazo[1,2-b]pyridazin-6-yl)pyrimidine-2,4(1H,3H)-dione C1CC12CN(CC2)C=2C=1N(N=C(C2)C=2C(NC(NC2)=O)=O)C=CN1